8-tert-butyloxycarbonyl-3,8-diazabicyclo[3.2.1]octane C(C)(C)(C)OC(=O)N1C2CNCC1CC2